N1C(=NC2=C1C=CC=C2)C2=CC=CC=N2 6-(1H-Benzimidazol-2-yl)pyridine